FC1([C@H](CN(CC1)C(C(=O)NC1=NC=C(C=C1)OC)C)C1=CNC(C=C1)=O)F 2-((S)-4,4-difluoro-3-(6-oxo-1,6-dihydropyridin-3-yl)piperidin-1-yl)-N-(5-methoxypyridin-2-yl)propionamide